(S)-methyl 3-(3-((2-(3-azido-2,2-dimethylpropyl)-2'-fluoro-5'-methoxy-[1,1'-biphenyl]-4-yl) methoxy) phenyl)-3-cyclopropylpropanoate N(=[N+]=[N-])CC(CC1=C(C=CC(=C1)COC=1C=C(C=CC1)[C@@H](CC(=O)OC)C1CC1)C1=C(C=CC(=C1)OC)F)(C)C